Aminosalicylat NOC=1C(C(=O)[O-])=CC=CC1